(S)-N-((R or S)-(4-chloro-2-methoxyphenyl)(4-fluorophenyl)-methyl)-2-oxooxazolidine-5-carboxamide ClC1=CC(=C(C=C1)[C@H](NC(=O)[C@@H]1CNC(O1)=O)C1=CC=C(C=C1)F)OC |o1:7|